ClC1=C(C=CC=C1F)C=1C=C2CC(C(C2=CC1)NC(O[C@@H]1CN2CCC1CC2)=O)(C)C (S)-quinuclidin-3-yl (5-(2-chloro-3-fluorophenyl)-2,2-dimethyl-2,3-dihydro-1H-inden-1-yl)carbamat